N-((3S,4R)-4-((5-((cyclopropylmethyl)amino)-7-(2,6-dichloro-3,5-dimethoxyphenyl)-2,6-naphthyridin-3-yl)amino)-1-(2-(dimethylamino)ethyl)pyrrolidin-3-yl)acrylamide C1(CC1)CNC1=C2C=C(N=CC2=CC(=N1)C1=C(C(=CC(=C1Cl)OC)OC)Cl)N[C@H]1[C@H](CN(C1)CCN(C)C)NC(C=C)=O